4-(2-chloro-4-fluorophenyl)-N-(2-fluoro-4-fluorophenyl)-2-fluoro-pyrazol-5-amine ClC1=C(C=CC(=C1)F)C1=CN(N=C1NC1=C(C=C(C=C1)F)F)F